FC1=NC(=CC=C1[C@@H](CC1=NC(=NC(=N1)N[C@@H](CO)CC(C)C)NS(=O)(=O)C)C)OC N-(4-((R)-2-(2-fluoro-6-methoxypyridin-3-yl)propyl)-6-(((R)-1-hydroxy-4-methylpent-2-yl)amino)-1,3,5-triazin-2-yl)methanesulfonamide